O1CC(C1)C1=CC(=NO1)C(=O)NC1C[C@H]2CC[C@@H](C1)N2S(=O)(=O)N2C[C@@H]1C([C@H](C2)C1)NC(OC(C)(C)C)=O tert-butyl ((1R,5S,6R)-3-(((1R,3R,5S)-3-(5-(oxetan-3-yl)isoxazole-3-carboxamido)-8-azabicyclo[3.2.1]octan-8-yl)sulfonyl)-3-azabicyclo[3.1.1]heptan-6-yl)carbamate